C(C)[C@@H]1N(C[C@H](N(C1)C(C)C1=CC=C(C=C1)C(F)(F)F)CC)C=1C=2C(N(C(C1)=O)C)=CNN2 7-((2S,5R)-2,5-diethyl-4-(1-(4-(trifluoromethyl)phenyl)ethyl)piperazin-1-yl)-4-methyl-2,4-dihydro-5H-pyrazolo[4,3-b]pyridin-5-one